3-(4-(methoxymethyl)phenyl)-5-(4-(4-methylpiperazin-1-yl)phenyl)-1H-pyrazolo[3,4-b]pyridine COCC1=CC=C(C=C1)C1=NNC2=NC=C(C=C21)C2=CC=C(C=C2)N2CCN(CC2)C